C(C)OC(=O)C=1C=NN(C1C=1C(=NC(=CC1)CC)F)C1CCOCC1.O1C(CC1)C(CCOCC1=CC=C(C=C1)COCCC(C)C1OCC1)C 1,4-bis[(3-oxetanyl-n-butoxy)methyl]benzene Ethyl-5-(6-ethyl-2-fluoropyridin-3-yl)-1-(oxan-4-yl)pyrazole-4-carboxylate